1-((2-((tert-butoxycarbonyl)amino)ethyl)sulfonyl)-1H-pyrrole-3-carboxylic acid C(C)(C)(C)OC(=O)NCCS(=O)(=O)N1C=C(C=C1)C(=O)O